4-nitrophenyl 6,6-difluoro-2-azaspiro[3.3]heptane-2-carboxylate FC1(CC2(CN(C2)C(=O)OC2=CC=C(C=C2)[N+](=O)[O-])C1)F